Cl.CN(C=1C=2CCNCC2C=CC1)C N,N-dimethyl-1,2,3,4-tetrahydroisoquinolin-5-amine hydrochloride